3-carboxyvinylcarbazole C(=O)(O)C=CC=1C=CC=2NC3=CC=CC=C3C2C1